O1C2=C(N(CC1)NC(=O)C=1C(=C3C(=NC1)N(N=C3C)C3=C(C(=CC(=C3)F)F)F)C(C)C)C=CC=C2 N-(2,3-dihydro-4H-benzo[b][1,4]oxazin-4-yl)-4-isopropyl-3-methyl-1-(2,3,5-trifluorophenyl)-1H-pyrazolo[3,4-b]pyridine-5-carboxamide